C(C)(C)(C)OC(=O)N1CCCC2=CC=C(N=C12)CCCC=O 7-(4-oxo-butyl)-3,4-dihydro-1,8-naphthyridine-1(2H)-carboxylic acid tert-butyl ester